2-methylindol-1-amine CC=1N(C2=CC=CC=C2C1)N